(2R,3S,4S)-4-hydroxy-2-[(4-methoxyphenyl)methyl]pyrrolidin-3-yl N-{1H,2H,3H-pyrrolo[2,3-b]pyridin-4-ylmethyl}carbamate N1CCC=2C1=NC=CC2CNC(O[C@H]2[C@H](NC[C@@H]2O)CC2=CC=C(C=C2)OC)=O